CC1(CCC(CC1)N)NCC(F)(F)F 1-methyl-N1-(2,2,2-trifluoroethyl)cyclohexane-1,4-diamine